4-((1-(4-(2-(2-aminopyridin-3-yl)-6-bromo-5-(4-fluorophenyl)-3H-imidazo[4,5-b]pyridin-3-yl)benzyl)piperidin-4-yl)amino)pyrimidine-2-carbonitrile NC1=NC=CC=C1C1=NC=2C(=NC(=C(C2)Br)C2=CC=C(C=C2)F)N1C1=CC=C(CN2CCC(CC2)NC2=NC(=NC=C2)C#N)C=C1